4-chloro-3-ethyl-1-methyl-1H-pyrazole-5-formamide ClC=1C(=NN(C1C(=O)N)C)CC